(E)-2-chloropyrimidine ClC1=NC=CC=N1